FC=1C=CC(=C(C1)C1=CC(=NC=C1C(=O)O)C)OC 4-(5-fluoro-2-methoxyphenyl)-6-methylnicotinic acid